(1R,3S)-3-[5-(2-{3-hydroxy-2-[(1E)-(isopropylimino)methyl]-5-methoxyphenoxy}acetamido)-2H-pyrazol-3-yl]cyclopentyl N,N-diethylcarbamate C(C)N(C(O[C@H]1C[C@H](CC1)C=1NN=C(C1)NC(COC1=C(C(=CC(=C1)OC)O)/C=N/C(C)C)=O)=O)CC